(tert-butoxycarbonyl)((5-cyano-7-(5-(1-cyano-3-fluoronaphthalen-2-yl)-1-methyl-1H-pyrazol-4-yl)-4-Oxo-3,4-dihydrophthalazin-1-yl)methyl)carbamate C(C)(C)(C)OC(=O)N(C([O-])=O)CC1=NNC(C2=C(C=C(C=C12)C=1C=NN(C1C1=C(C2=CC=CC=C2C=C1F)C#N)C)C#N)=O